diphenyl-(2,4,6-trimethylbenzoyl)oxygen phosphorus [P].C1(=CC=CC=C1)C=1C(=C(C(=C(C(=O)[O])C1C)C)C1=CC=CC=C1)C